C(C=C)(=O)N1CCN(CC1)C1=NC=NC2=CC(=C(C=C12)Cl)C1=C(C=CC=C1)CC(=O)N 2-(2-(4-(4-acryloyl-piperazin-1-yl)-6-chloro-quinazolin-7-yl)phenyl)acetamide